4,4'-methylenebis(N-methyl-N-phenyldimethylsilyl-aniline) C(C1=CC=C(N(C)[Si](C)(C)C2=CC=CC=C2)C=C1)C1=CC=C(N([Si](C)(C)C2=CC=CC=C2)C)C=C1